(S)-(2-(1,1-dioxothiomorpholine-4-carbonyl)thiazol-4-yl)(2-methylpiperidin-1-yl)methanone O=S1(CCN(CC1)C(=O)C=1SC=C(N1)C(=O)N1[C@H](CCCC1)C)=O